10-(1-(2-azaspiro[3.3]heptan-6-yl)piperidin-4-yl)-4-chloro-7,7-dimethylindolo[1,2-a]quinazolin-5(7H)-one C1NCC12CC(C2)N2CCC(CC2)C2=CC=C1C(C=3N(C=4C=CC=C(C4C(N3)=O)Cl)C1=C2)(C)C